C(C)(C)(C)NCC=1N(C(=CN1)C1=CC=C(OC2=C(C=O)C(=CC(=C2)Cl)F)C=C1)C (4-(2-((tert-butylamino)methyl)-1-methyl-1H-imidazol-5-yl)phenoxy)-4-chloro-6-fluorobenzaldehyde